N1=CC2=C3NC=C(C=C31)C2 4H-3,6-methanopyrrolo[3,2-b]pyridine